2',4'-dimethyl-acetophenone CC1=C(C=CC(=C1)C)C(C)=O